FC(C1=CC=C(C=C1)C1N=C(NC1C1=CC=C(C=C1)C(F)(F)F)C1=C(C=C(C=C1)OC)OC(C)C)(F)F 4,5-bis(4-trifluoromethyl-phenyl)-2-(2-isopropoxy-4-methoxyphenyl)-4,5-dihydro-imidazole